FC=1C=C(C=C(C1)F)[C@@H]1N(OCC1)C1=CC(=NC=N1)NC1=C(C=C(C(=C1)CC)N1CCC(CC1)N1CCN(CC1)C)OC (R)-6-(3-(3,5-difluorophenyl)isooxazolidin-2-yl)-N-(5-ethyl-2-methoxy-4-(4-(4-methylpiperazin-1-yl)piperidin-1-yl)phenyl)pyrimidin-4-amine